tert-butyl (2-(4-(6-hydroxyquinolin-3-yl)-1H-pyrazol-1-yl)ethyl)(methyl)carbamate OC=1C=C2C=C(C=NC2=CC1)C=1C=NN(C1)CCN(C(OC(C)(C)C)=O)C